O[C@@H]1[C@H](CCCC1)NC(C1=CC(=C(C=C1)C)C#CC=1C=NC=C(C1)C1=CC=CC=C1)=O N-[(1S,2S)-2-hydroxycyclohexyl]-4-methyl-3-[(5-phenylpyridin-3-yl)ethynyl]benzamide